ClC1=CC=C(C=C1)C=1C(CCN(N1)C(=NS(=O)(=O)C1=CC=C(C=C1)Cl)Cl)C1=CC=CC=C1 (2E)-6-(4-chlorophenyl)-N-(4-chlorophenyl)sulfonyl-5-phenyl-4,5-dihydro-3H-pyridazine-2-carboximidoyl chloride